3,3-dimethyldihydro-2(3H)-thiophenone CC1(C(SCC1)=O)C